D-2-N-phenylglycine C1(=CC=CC=C1)NCC(=O)O